N(=C=S)C1SCC(SC1)N=C=S 2,5-diisothiocyanato-1,4-dithiane